1-[(1R,2S)-2-heptyl-cyclopropyl]-N,N-dimethyloctadecan-9-amine C(CCCCCC)[C@@H]1[C@@H](C1)CCCCCCCCC(CCCCCCCCC)N(C)C